C(C=C)N1N(C2=NC(=NC=C2C1=O)NC1=CC=C(C=C1)N1CCN(CC1)C)C1=CC2=C(C=N1)CC[C@@]2(C)O |r| racemic-2-allyl-1-(5-hydroxy-5-methyl-6,7-dihydro-5H-cyclopenta[c]pyridin-3-yl)-6-((4-(4-methylpiperazin-1-yl)phenyl)amino)-1,2-dihydro-3H-pyrazolo[3,4-d]pyrimidin-3-one